O1C[C@@H](CC1)N1N=CC(=C1)C=1C=CC=2N(C1)C=C(N2)C(=O)N 6-(1-((R)-tetrahydrofuran-3-yl)-1H-pyrazol-4-yl)imidazo[1,2-a]pyridine-2-carboxamide